2-(2-((2-(1-butyl-1H-benzo[d]imidazol-2-yl)ethyl)amino)ethyl)-N-((3-chloropyridin-2-yl)methyl)oxazole-4-carboxamide C(CCC)N1C(=NC2=C1C=CC=C2)CCNCCC=2OC=C(N2)C(=O)NCC2=NC=CC=C2Cl